C(C1=CC=CC=C1)NS(=O)(=O)C1=CC(=C(C=C1)F)C1=NC2=C(C=CN=C2C=C1)N1CCOCC1 N-benzyl-4-fluoro-3-[8-(morpholin-4-yl)-1,5-naphthyridin-2-yl]benzene-1-sulfonamide